4-(1,3-dioxolan-2-yl)-1-{4-[(3S)-piperidin-3-yl]phenyl}piperidine O1C(OCC1)C1CCN(CC1)C1=CC=C(C=C1)[C@H]1CNCCC1